Triethyl-monon-butoxysilan C(C)[Si](OCCCC)(CC)CC